CS(=O)(=O)C1=CC(=C(C=C1)NCC#CC=1N(C=2C=CC=C(C2C1)NC1CCN(CC1)C1=CC=NC=C1)CC(F)(F)F)OC 2-{3-[(4-methanesulfonyl-2-methoxyphenyl)amino]prop-1-yn-1-yl}-N-[1-(pyridin-4-yl)piperidin-4-yl]-1-(2,2,2-trifluoroethyl)-1H-indol-4-amine